tert-butyl 3-phenyl-1,2-oxazolidine-2-carboxylate C1(=CC=CC=C1)C1N(OCC1)C(=O)OC(C)(C)C